3-(7-chloro-6-(2'-hydroxy-[1,1'-biphenyl]-4-yl)-2-oxo-1,2-dihydro-quinolin-3-yl)benzoic acid ClC1=C(C=C2C=C(C(NC2=C1)=O)C=1C=C(C(=O)O)C=CC1)C1=CC=C(C=C1)C1=C(C=CC=C1)O